4-(3,4-dichlorophenoxy)aniline tert-butyl-(4aS,8aR)-4-[6-chloro-5-(difluoromethyl)pyridazin-3-yl]-3,4a,5,7,8,8a-hexahydro-2H-pyrido[4,3-b][1,4]oxazine-6-carboxylate C(C)(C)(C)OC(=O)N1C[C@H]2[C@H](OCCN2C=2N=NC(=C(C2)C(F)F)Cl)CC1.ClC=1C=C(OC2=CC=C(N)C=C2)C=CC1Cl